rac-1,1-dioxo-3-[4-[3-fluoro-4-(trifluoromethyl)phenyl]sulfonylmorpholin-2-yl]benzothiophene-2-carboxamide O=S1(C(=C(C2=C1C=CC=C2)[C@@H]2CN(CCO2)S(=O)(=O)C2=CC(=C(C=C2)C(F)(F)F)F)C(=O)N)=O |r|